lauryl sulfate, malic acid Salt C(C(O)CC(=O)O)(=O)O.S(=O)(=O)(OCCCCCCCCCCCC)O